5-ethynylthiazolo[5,4-b]pyridine-2-amine C(#C)C1=CC=C2C(=N1)SC(=N2)N